CC(CC(=O)NC1=CC2=C(N(CCCO2)CC=2C=NC(=CC2)C(F)(F)F)C=C1C)(C)C 3,3-dimethyl-N-[7-methyl-5-[[6-(trifluoromethyl)-3-pyridyl]methyl]-3,4-dihydro-2H-1,5-benzoxazepin-8-yl]butanamide